ClC1=CC=C(C=C1)C1(CN=C(SC1)NCCC1=NC=CC=C1)C 5-(4-chlorophenyl)-5,6-dihydro-5-methyl-N-[2-(2-pyridyl)ethyl]-4H-1,3-thiazin-2-amine